FC=1C=NC=C(C1)OCF 3-fluoro-5-(fluoromethoxy)pyridine